FC(C1=C(C(=NC=C1)OC)N1CCC(CC1)NC(C)C=1C(=NN(C1)C1OCCCC1)NCC1=C(C=CC=C1)C(F)(F)F)F (4'-Difluoromethyl-2'-methoxy-3,4,5,6-tetrahydro-2H-[1,3']bipyridinyl-4-yl)-{1-[1-(tetrahydro-pyran-2-yl)-3-(2-trifluoromethyl-benzylamino)-1H-pyrazol-4-yl]-ethyl}-amine